5-(Benzyloxy)-[1,2,4]triazolo[4,3-a]quinoline C(C1=CC=CC=C1)OC1=CC=2N(C3=CC=CC=C13)C=NN2